6,6'-(2,2'-dichloro-[1,1'-biphenyl]-3,3'-diyl)bis(3-(2-(2H-1,2,3-triazol-2-yl)ethyl)pyrrolo[2,1-f][1,2,4]triazin-4(3H)-one) ClC1=C(C=CC=C1C=1C=C2C(N(C=NN2C1)CCN1N=CC=N1)=O)C1=C(C(=CC=C1)C=1C=C2C(N(C=NN2C1)CCN1N=CC=N1)=O)Cl